FC=1C=2N(C=C(C1)C=1N=CC3=C(N1)C=CN(C3=O)[C@H]3C[C@@H](N(CC3)C(=O)OC(C)(C)C)C)C=C(N2)C tert-butyl (2S,4R)-4-[2-(8-fluoro-2-methyl-imidazo[1,2-a]pyridin-6-yl)-5-oxo-pyrido[4,3-d]pyrimidin-6-yl]-2-methyl-piperidine-1-carboxylate